C(C)(C)(C)OC(=O)N1CCOCC(C1)N1C(CCCC1)=O 6-(2-oxo-piperidin-1-yl)-perhydro-1,4-oxazepan-4-carboxylic acid tert-butyl ester